pentafluorobenzene boron [B].FC=1C(=C(C(=C(C1)F)F)F)F